C[C@@]12OO[C@]34[C@@H](CC1)[C@@H](CC[C@H]3[C@H]([C@@H](O[C@@H]4O2)C(=O)O)C)C (3R,5aS,6R,8aS,9R,10R,12R,12aR)-3,6,9-trimethyldecahydro-12H-3,12-epoxypyrano[4,3-j][1,2]benzodioxepin-10-carboxylic acid